(Z)-Docos-9-enamide C(CCCCCCC\C=C/CCCCCCCCCCCC)(=O)N